N.[Mn].[Fe] iron-manganese ammonia